NC1=C2N=CN(C2=NC(=N1)F)[C@H]1C[C@@H]([C@@](O1)(C#C)CO[P@](=O)(OC1=CC=CC=C1)N[C@H](C(=O)OCC(CCCCC)CCCCC)CC1=CC(=CC(=C1)F)F)O 2-Pentylheptyl (S)-2-(((S)-(((2R,3S,5R)-5-(6-amino-2-fluoro-9H-purin-9-yl)-2-ethynyl-3-hydroxytetrahydrofuran-2-yl)methoxy)(phenoxy)phosphoryl)amino)-3-(3,5-difluorophenyl)propanoate